C(C)C=1C(=NC2=NC=CC=C2C1)C1=CC=CC=C1 3-ethyl-2-phenyl-1,8-naphthyridine